2,3-dicyclopentyl-2-cyanosuccinic acid-1-n-butyl ester C(CCC)OC(C(C(C(=O)O)C1CCCC1)(C#N)C1CCCC1)=O